C(C1=CC=CC=C1)OC(=O)N1C(CC(CC1)CN[C@H]1[C@@H](C1)C1=CC=NC=C1)F fluoro-4-(((trans-2-(pyridin-4-yl)cyclopropyl)amino)methyl)piperidine-1-carboxylic acid benzyl ester